[K].[K].FC1=C(C(=CC=C1)F)C(CCOC(C)C=1C=C2NC1C=C1C=C(C(=N1)C=C1C=CC(N1)=CC=1C=CC(N1)=C2)C(C)OCCC(C)C2=C(C=CC=C2F)F)C 3,8-bis[1-(3-(2,6-difluorophenyl)butoxy)ethyl]Porphyrin dipotassium salt